C(C)N1C(NC2=CC(=CC=C2C1=C=O)CN1CCC(=CC1)C=1C=NC(=CC1)C(=O)NC)=C=O 1'-((3-ethyl-2,4-dicarbonyl-1,2,3,4-tetrahydroquinazolin-7-yl)methyl)-N-methyl-1',2',3',6'-tetrahydro-[3,4'-bipyridine]-6-carboxamide